ClC=1C=C2CCN=CC2=C(C1)C=C 6-chloro-8-vinyl-3,4-dihydroisoquinoline